trihydroxymethyl monocarboxymethyl thioether C(=O)(O)CSC(O)(O)O